CC(C)(C1=CC=CC=C1)C2=CC=C(C=C2)O p-Cumylphenol